O=C1NC(CCC1N1C(C2=CC=CC(=C2C1=O)SC=CC(=O)NC1=CC(=CC=C1)C1=CC=2[C@H]3[C@@H]([C@@H](NC2C=C1)CO)CCN3S(=O)(=O)C3=CC=C(C)C=C3)=O)=O 3-((2-(2,6-dioxopiperidin-3-yl)-1,3-dioxoisoindolin-4-yl)thio)-N-(3-((3aR,4R,9bR)-4-(hydroxymethyl)-1-tosyl-2,3,3a,4,5,9b-hexahydro-1H-pyrrolo[3,2-c]quinolin-8-yl)phenyl)propenamide